(3,5-dibromo-4-hydroxyphenyl)(2,5-diethylbenzofuran-3-yl)methanone BrC=1C=C(C=C(C1O)Br)C(=O)C1=C(OC2=C1C=C(C=C2)CC)CC